FC(C(=O)O)(F)F.FC(C)(S(=O)(=O)C1=CC(=CC=C1)F)C1CCN(CC1)C(=O)NC1=CN=NC=C1 4-(1-Fluoro-1-((3-fluorophenyl)sulfonyl)ethyl)-N-(pyridazin-4-yl)piperidine-1-carboxamide trifluoroacetic acid salt